CC1=C(C=C(C=C1)CCN[C@@H]([C@H]1CNC2=CC=CN=C2C1)C1=CC=CC=C1)CC(=O)O 2-(2-methyl-5-(2-(((S)-phenyl((R)-1,2,3,4-tetrahydro-1,5-naphthyridin-3-yl)methyl)amino)ethyl)phenyl)acetic acid